1-methoxy-4-(4-nitrophenoxymethyl)benzene COC1=CC=C(C=C1)COC1=CC=C(C=C1)[N+](=O)[O-]